3-(ethylamino)cyclobutane methyl-(S)-4-((5-amino-7-((1-((tert-butyldiphenylsilyl)oxy)hexan-3-yl)amino)-3-methyl-1H-pyrazolo[4,3-d]pyrimidin-1-yl)methyl)-3-methoxybenzoate COC(C1=CC(=C(C=C1)CN1N=C(C=2N=C(N=C(C21)N[C@H](CCO[Si](C2=CC=CC=C2)(C2=CC=CC=C2)C(C)(C)C)CCC)N)C)OC)=O.C(C)NC2CCC2